Chloro-difluoroacetic acid ClC(C(=O)O)(F)F